Cl.COC([C@H](NC(=O)C1CNCC1)C1=CC=CC=C1)=O (2R)-2-phenyl-2-(pyrrolidine-3-carboxamido)acetic acid methyl ester hydrochloride